FC(C1=NN=C(O1)C1=CC=C(CN(S(=O)(=O)CCCN2CCCC2)C2=CC=CC=C2)C=C1)F N-(4-(5-(difluoromethyl)-1,3,4-oxadiazol-2-yl)benzyl)-N-phenyl-3-(pyrrolidin-1-yl)propane-1-sulfonamide